difluorobis((4-nitrophenyl)thio)methane FC(SC1=CC=C(C=C1)[N+](=O)[O-])(SC1=CC=C(C=C1)[N+](=O)[O-])F